COC=1C=CC=C2C(=NC=NC12)N1CC(CC1)COCP(O)(O)=O (((1-(8-methoxyquinazolin-4-yl)pyrrolidin-3-yl)methoxy)methyl)phosphonic acid